N-(4-chlorophenyl)-2-(4-(3-fluoro-5-methoxy-4-((1-trityl-1H-1,2,4-triazol-3-yl)methoxy)phenyl)-3-methyl-2-oxo-6-(trifluoromethyl)-2,3-dihydro-1H-benzo[d]imidazol-1-yl)acetamide ClC1=CC=C(C=C1)NC(CN1C(N(C2=C1C=C(C=C2C2=CC(=C(C(=C2)OC)OCC2=NN(C=N2)C(C2=CC=CC=C2)(C2=CC=CC=C2)C2=CC=CC=C2)F)C(F)(F)F)C)=O)=O